NC(CC=1C(=C(C(=C2C=NNC12)C=1N=CC=2N(C1)C=C(N2)NC(=O)C2C(C2)F)Cl)F)=O N-(6-(7-(2-amino-2-oxoethyl)-5-chloro-6-fluoro-1H-indazol-4-yl)imidazo[1,2-a]pyrazin-2-yl)-2-fluorocyclopropane-1-carboxamide